tert-butyl (7R)-4-{2-bromo-5-ethyl-7-oxo-4H-[1,2,4]triazolo[1,5-a]pyrimidin-6-yl}-7-methyl-1,4-diazepane-1-carboxylate BrC1=NN2C(NC(=C(C2=O)N2CCN([C@@H](CC2)C)C(=O)OC(C)(C)C)CC)=N1